BrC=1C=C2C(=[N+](C1)[O-])NC=C2CC 5-bromo-3-ethyl-1H-pyrrolo[2,3-b]Pyridine 7-oxide